3,3-difluoro-4-(hydroxymethyl)-4-methylpyrrolidine-1-carboxylic acid tert-butyl ester C(C)(C)(C)OC(=O)N1CC(C(C1)(C)CO)(F)F